[3-[4-(2-hydroxyethylsulfamoyl)pyrazol-1-yl]-7-oxo-1,6-diazabicyclo[3.2.1]oct-3-en-6-yl]-sulfat OCCNS(=O)(=O)C=1C=NN(C1)C=1CN2C(N(C(C1)C2)OS(=O)(=O)[O-])=O